di-isopropyl-tert-butyl-phosphane C(C)(C)P(C(C)(C)C)C(C)C